t-butylperoxy-(3-carboxy-2-propenoate) C(C)(C)(C)OOC(C(=O)[O-])=CC(=O)O